9-ethyl-6,6-dimethyl-11-oxo-8-(pyridin-3-yl)-6,11-dihydro-5H-benzo[b]carbazole-3-carbonitrile C(C)C1=CC2=C(C(C=3NC4=CC(=CC=C4C3C2=O)C#N)(C)C)C=C1C=1C=NC=CC1